C(C)(C)(C)OC(=O)N1C(CCCC1)CN1C(NC(C=C1Cl)=O)=O ((6-chloro-2,4-dioxo-3,4-dihydropyrimidin-1(2H)-yl)methyl)piperidine-1-carboxylic acid tert-butyl ester